FC1CCOS1(=O)=O fluoropropanesultone